ClC=1C=C2C=CN(C2=C(C1)C1=C2C(=NC=C1)C=C(S2)CN2C(C1C(C1C2=O)(C)C)=O)CC2(CNCC2)C#N 3-((5-Chloro-7-(2-((6,6-Dimethyl-2,4-dioxo-3-azabicyclo[3.1.0]hexane-3-yl)methyl)thieno[3,2-b]pyridin-7-yl)-1H-indol-1-yl)methyl)pyrrolidine-3-carbonitrile